(Z)-tert-butyl 4-(2-((1H-pyrrolo[2,3-b]pyridine-3-carbonyl)imino)thiazol-3(2H)-yl)piperidine-1-carboxylate N1C=C(C=2C1=NC=CC2)C(=O)\N=C\2/SC=CN2C2CCN(CC2)C(=O)OC(C)(C)C